3-(3-(4-(4-Fluorobenzoyl)piperazin-1-yl)propyl)-5-methyl-5-phenylimidazolidine-2,4-dione FC1=CC=C(C(=O)N2CCN(CC2)CCCN2C(NC(C2=O)(C2=CC=CC=C2)C)=O)C=C1